C(C(CS(=O)(=O)O)O)NC(CO)(CO)CO 3-[N-Tris(hydroxymethyl)methylamino]-2-hydroxypropane-sulfonic acid